N-(1-METHYLPIPERIDIN-3-YL)ACETAMIDE CN1CC(CCC1)NC(C)=O